3-bromobenzonaphthothiophene BrS1C=CC2=C1C=CC=1C=CC=3C=CC=CC3C12